N1(N=CC=C1)C1=NN=NN1CC1=NN2C(=NC(=C(C2=N1)C1=CN(C(C=C1)=O)C)C1=C(C#N)C=CC=C1)N (2-((5-(1H-pyrazol-1-yl)-1H-tetrazol-1-yl)methyl)-5-amino-8-(1-methyl-6-oxo-1,6-dihydropyridin-3-yl)-[1,2,4]triazolo[1,5-c]pyrimidin-7-yl)benzonitrile